C(#N)[C@H](CC1=CC=C(C=C1)C=1C=NC(=CC1)C#N)NC(=O)[C@H]1OCCCNC1 (2S)-N-{(1S)-1-cyano-2-[4-(6-cyanopyridin-3-yl)phenyl]ethyl}-1,4-oxazepan-2-carboxamide